(3-bromophenyl)hydrazine hydrochloride Cl.BrC=1C=C(C=CC1)NN